C1(CC1)N1[C@H]2CN(C[C@@H]1CC2)C2=C(C=C(C(=C2)OC)NC2=NC=NC(=C2)N2OCC[C@@H]2C=2C=C(C=CC2)C2=CC(=CC=C2)F)NC(C=C)=O N-(2-((1R,5S)-8-cyclopropyl-3,8-diazabicyclo-[3.2.1]octan-3-yl)-5-((6-((R)-3-(3'-fluoro-[1,1'-biphenyl]-3-yl)isoxazolidin-2-yl)pyrimidin-4-yl)amino)-4-methoxyphenyl)-acrylamide